CN(C1=CC=C2C(=C3C(O2)=CC=CC(=C3)NC(=O)C=3C2=C(SC3)C=CC=C2)C1)C N-(N,N-dimethyl-2-aminocyclohepta[b]benzofur-9-yl)benzo[b]thien-3-carboxamide